methyl 3-(pyridin-2-yl)isoxazole-5-carboxylate N1=C(C=CC=C1)C1=NOC(=C1)C(=O)OC